6-Cyclopropoxy-8-(4-(trifluoromethyl)phenyl)quinoline C1(CC1)OC=1C=C2C=CC=NC2=C(C1)C1=CC=C(C=C1)C(F)(F)F